(methyl)Acrylamide CC(C(=O)N)=C